5-hydroxy-7-methoxy-2,3-dihydrobenzofuran-4-carbaldehyde OC1=CC(=C2C(CCO2)=C1C=O)OC